N-benzyl-2-(5-(4,4,5,5-tetramethyl-1,3,2-dioxaborolan-2-yl)pyridin-2-yl)acetamide C(C1=CC=CC=C1)NC(CC1=NC=C(C=C1)B1OC(C(O1)(C)C)(C)C)=O